6-[2,6-difluoro-3-(5-fluoro-2-methylpyridine-3-sulfonamido)phenyl]-7-fluoro-N-methyl-1H-indazole-3-carboxamide FC1=C(C(=CC=C1NS(=O)(=O)C=1C(=NC=C(C1)F)C)F)C1=CC=C2C(=NNC2=C1F)C(=O)NC